C1(OCC(CO1)(C)C)=O 2,2-dimethyl-1,3-propylene carbonate